C=CCCCCCCC\C=C/CCCCCCCC[N-]CCCCCCCC\C=C/CCCCCCCC methylenebisoleylamide